1-(2-((2,5-dimethylphenyl)sulfinyl)phenyl)piperazine CC1=C(C=C(C=C1)C)S(=O)C1=C(C=CC=C1)N1CCNCC1